C(N)(=O)C=1NC(=C(C1C1=CC(=C(C(=O)O)C=C1)OC)C1=C(C=C(C=C1)NC(C(=C)F)=O)C)C 4-(2-carbamoyl-4-(4-(2-fluoroacryloylamino)-2-methylphenyl)-5-methyl-1H-pyrrol-3-yl)-2-methoxybenzoic acid